(3-propoxy-5-(quinolin-2-ylmethoxy)phenyl)methanol C(CC)OC=1C=C(C=C(C1)OCC1=NC2=CC=CC=C2C=C1)CO